(1E,4E)-1-(4-hydroxy-3,5-dimethoxyphenyl)-5-(3,4,5-trimethoxyphenyl)-1,4-pentadien-3-one OC1=C(C=C(C=C1OC)\C=C\C(\C=C\C1=CC(=C(C(=C1)OC)OC)OC)=O)OC